bis(methylthio)pyrazolopyrazoledione CSC12C(N=NC1(C(N=N2)=O)SC)=O